NC1CN(CCC1)C1=C2C(=NC=C1)N(C(=N2)C2=CC(=C(C#N)C=C2)F)C2=C(C=C(C=C2)N2CC(CC2)(F)F)F 4-(7-(3-Aminopiperidin-1-yl)-3-(4-(3,3-difluoropyrrolidin-1-yl)-2-fluorophenyl)-3H-imidazo[4,5-b]pyridin-2-yl)-2-fluorobenzonitrile